NCCN(CCO)CCO 2-[(2-aminoethyl)(2-hydroxyethyl)amino]ethan-1-ol